methyl 2-bromobenzofuran-5-carboxylate BrC=1OC2=C(C1)C=C(C=C2)C(=O)OC